C(CCCCCCC)OC(C(C(=O)OCCCCCCCC)C)=O 2-methyl-malonic acid dioctyl ester